NN1C(=NC(=C1C(=O)N)C1=CC=C(C=C1)C(NC1=NC=CC(=C1)C1=CC=C(C=C1)C#N)=O)[C@H]1NCCCC1 (S)-1-amino-4-(4-((4-(4-cyanophenyl)pyridin-2-yl)carbamoyl)phenyl)-2-(piperidin-2-yl)-1H-imidazole-5-carboxamide